ClC=1C(=C(C=CC1)C=1C=CC=2C(=NC=C(N2)N2CCC(CC2)(N)C)N1)F 1-(6-(3-Chloro-2-fluorophenyl)pyrido[2,3-b]pyrazin-2-yl)-4-methylpiperidin-4-amine